N-[2-(1H-indol-3-yl)ethyl]propan-2-amine hydrobromide Br.N1C=C(C2=CC=CC=C12)CCNC(C)C